[Cl-].C(CCCCCCCCC)C(C1=CC=CC=C1)[N+](CC)(C)C decanyl-dimethyl-ethylbenzyl-ammonium chloride